C(C(C)C)(=O)C1=C(C=C(C=C1)C)C1=C(CCC2N(CCCC2)C)C=CC=C1 2-[2-(2-isobutanoyl-5-methyl-phenyl)-phenethyl]-N-methylpiperidine